C(C)OC(=O)C1CN(CC12CN(C2)C2=[N+](C=CC=C2)[O-])C(=O)C2=CN=CS2 2-(8-(ethoxycarbonyl)-6-(thiazole-5-carbonyl)-2,6-diazaspiro[3.4]octan-2-yl)pyridine 1-oxide